[Na+].P(=O)([O-])([O-])OC[C@@H]1[C@H]([C@H]([C@@H](O1)N1C=NC=2C(N)=NC=NC12)O)O.[Na+] adenosine phosphate sodium salt